(5aR,6S,6aS)-tert-butyl 3-((5-fluoro-1-(2-fluoro-5-methoxyphenyl)-3,3-dimethylindolin-6-yl) methoxy)-5,5a,6,6a-tetrahydrocyclopropa[4,5]cyclopenta[1,2-c]pyridine-6-carboxylate FC=1C=C2C(CN(C2=CC1COC1=CC2=C(C=N1)[C@H]1[C@@H](C2)[C@@H]1C(=O)OC(C)(C)C)C1=C(C=CC(=C1)OC)F)(C)C